[Se]1CCN(CC1)C1=CC=C(NC2=NC(=C3NC=NC3=N2)NC2C[Se]CC2)C=C1 4-Selenomorpholinoanilino-6-[(tetrahydroselenophen-3-yl)amino]-purine